CC1=C(OCCCN2CCCCC2)C=CC=C1B1OC(C(O1)(C)C)(C)C 1-(3-(2-methyl-3-(4,4,5,5-tetramethyl-1,3,2-dioxaborolan-2-yl)phenoxy)propyl)piperidine